3-methyl-N-(3-phenylprop-2-yn-1-yl)aniline CC=1C=C(NCC#CC2=CC=CC=C2)C=CC1